2-((4-methylpentan-2-yl)amino)-5-(phenylamino)cyclohexa-2,5-diene-1,4-dione CC(CC(C)NC=1C(C=C(C(C1)=O)NC1=CC=CC=C1)=O)C